C12(C(=CC3=CC=CC=C13)C=1C(=NOC1C)C)CCC1(CC2)OCCO1 4-(dispiro[[1,3]dioxolane-2,1'-cyclohexane-4',1''-indene]-2''-yl)-3,5-dimethyl-1,2-oxazole